methyl 2-fluoro-4-((tetrahydro-2H-pyran-2-yl)oxy)benzoate FC1=C(C(=O)OC)C=CC(=C1)OC1OCCCC1